tert-butyl (2-(2-(3-((4R,Z)-9-amino-4-((4-hydroxybenzyl)-carbamoyl)-2,11,16-trioxo-1-phenyl-3,8,10,12,15-pentaazaoctadec-9-en-1-yl)phenoxy)ethoxy)-ethyl)carbamate N/C(/NCCC[C@@H](NC(C(C1=CC=CC=C1)C=1C=C(OCCOCCNC(OC(C)(C)C)=O)C=CC1)=O)C(NCC1=CC=C(C=C1)O)=O)=N/C(NCCNC(CC)=O)=O